2-((1-((R)-1-cyanoethyl)-3-isopropoxy-1H-pyrazol-4-yl)amino)-7-((3R,4R)-4-methoxytetrahydrofuran-3-yl)-7H-pyrrolo[2,3-d]Pyrimidine-6-carbonitrile C(#N)[C@@H](C)N1N=C(C(=C1)NC=1N=CC2=C(N1)N(C(=C2)C#N)[C@@H]2COC[C@@H]2OC)OC(C)C